(2R,3R,4R,5R)-hexane-1,2,3,4,5,6-hexayl hexakis(3-oxobutanoate) O=C(CC(=O)OC[C@H]([C@H]([C@@H]([C@@H](COC(CC(C)=O)=O)OC(CC(C)=O)=O)OC(CC(C)=O)=O)OC(CC(C)=O)=O)OC(CC(C)=O)=O)C